FC=1C=C(C=CC1N1CCN(CC1)C1CCN(CC1)C)NC=O (3-fluoro-4-(4-(1-methylpiperidin-4-yl)piperazin-1-yl)phenyl)formamide